methyl 3,6-anhydro-2-O-methyl-5-O-(phenylcarbonyl)-β-L-glucofuranoside CO[C@@H]1[C@@H](OC)O[C@@H]2[C@H]1OC[C@@H]2OC(=O)C2=CC=CC=C2